1-(7-((5-([1,2,4]triazolo[1,5-a]pyridin-6-yl)-4-methoxypyrrolo[2,1-f][1,2,4]triazin-2-yl-7-d)amino)-2-azaspiro[3.5]nonan-2-yl)ethan-1-one-2,2,2-d3 N=1C=NN2C1C=CC(=C2)C=2C=C(N1N=C(N=C(C12)OC)NC1CCC2(CN(C2)C(C([2H])([2H])[2H])=O)CC1)[2H]